tert-butyl (R)-4-(((S)-1-aminopropan-2-yl)(methyl)amino)-4-oxo-3-(2,3,5-trifluorobenzyl)butanoate NC[C@H](C)N(C([C@@H](CC(=O)OC(C)(C)C)CC1=C(C(=CC(=C1)F)F)F)=O)C